6-[(trifluoromethyl)thio]pyrimidin-4-amine FC(SC1=CC(=NC=N1)N)(F)F